NC1(CC1)CNC1=NC(=C2C(=N1)N(N=C2)C)NC2=CC=C(C=C2)F 6-N-[(1-aminocyclopropyl)methyl]-4-N-(4-fluorophenyl)-1-methylpyrazolo[3,4-d]pyrimidine-4,6-diamine